α-ethyl-1,3-dioxane-2-heptanol C(C)C(CCCCCCC1OCCCO1)O